1-hydroxy-6,6,9-trimethyl-3-propyl-6a,7,8,10a-tetrahydro-6H-benzo[c]chromene-2-carboxylic acid OC1=C2C3C(C(OC2=CC(=C1C(=O)O)CCC)(C)C)CCC(=C3)C